1-(tert-butyl) 4-methyl 4-(1-methyl-1H-pyrazol-4-yl)piperidine-1,4-dicarboxylate CN1N=CC(=C1)C1(CCN(CC1)C(=O)OC(C)(C)C)C(=O)OC